CC(C)(C)S(=O)N[C@@H]1C2=CC=CC=C2CC12CCN(CC2)C=2N=NC(=CN2)SC2=CC=CC=C2 2-methyl-N-((S)-1'-(6-(phenylsulfanyl)-1,2,4-triazin-3-yl)-1,3-dihydrospiro[inden-2,4'-piperidin]-1-yl)propane-2-sulfinamide